[O-2].[O-2].[O-2].[La+3].[La+3] lanthanum trioxide